C1(CCCCC1)CN1CCC(CC1)CC1=CC=2N(C=C1)N=CC2N2C(N(C(CC2)=O)CC2=C(C=C(C=C2)OC)OC)=O 1-(5-((1-(cyclohexylmethyl)piperidin-4-yl)methyl)pyrazolo[1,5-a]pyridin-3-yl)-3-(2,4-dimethoxybenzyl)dihydropyrimidine-2,4(1H,3H)-dione